FC(C(=O)O)(F)F.FC(C(C(=O)N)O)(F)F 3,3,3-trifluoro-2-hydroxypropanamide trifluoroacetate